[1-(3,3-difluoropropyl)-3-(4-fluorophenyl)-1H-pyrazol-4-yl]-2-phenylfuro[2,3-b]pyridine FC(CCN1N=C(C(=C1)C1=C(OC2=NC=CC=C21)C2=CC=CC=C2)C2=CC=C(C=C2)F)F